ClC=1C=C2CCCN(C2=C(C1)C1=C2C(=NC=C1)C=C(S2)CN2C(N(C=CC2=O)C2CC2)=O)[C@@H]2CNC1(CCC1)C2 (S)-3-((7-(6-chloro-1-(5-azaspiro[3.4]octan-7-yl)-1,2,3,4-tetrahydroquinolin-8-yl)thieno[3,2-b]pyridin-2-yl)methyl)-1-cyclopropylpyrimidine-2,4(1H,3H)-dione